COCCN1CCN(CC1)[C@@H](C(=O)NC=1C=CC=C2C(=CNC12)C1=NC(=NC=C1)NC=1C(=NN(C1)C)OC)C (2R)-2-[4-(2-methoxyethyl)piperazin-1-yl]-N-(3-{2-[(3-methoxy-1-methyl-1H-pyrazol-4-yl)amino]pyrimidin-4-yl}-1H-indol-7-yl)propanamide